N1(N=CC=C1)C1=CC=C(CN2CCN(CC2)C2=C(C=C3C(C(=CN(C3=C2)CC)C(=O)O)=O)F)C=C1 7-(4-(4-(1H-pyrazol-1-yl)benzyl)piperazin-1-yl)-1-ethyl-6-fluoro-4-oxo-1,4-dihydroquinoline-3-carboxylic acid